methyl-5-bromo-6-fluoro-pyridine-2-carboxylate COC(=O)C1=NC(=C(C=C1)Br)F